(R)-(2-amino-2-oxo-1-phenylethyl)(ethyl)carbamic acid tert-butyl ester C(C)(C)(C)OC(N(CC)[C@@H](C(=O)N)C1=CC=CC=C1)=O